ClC1=C2C(=CNC2=CC=C1)CCN1CCC(CC1)(COC)N(C(CC)=O)C1=CC=CC=C1 N-(1-(2-(4-chloro-1H-indol-3-yl)ethyl)-4-(methoxymethyl)piperidin-4-yl)-N-phenylpropionamide